5-{(rac)-1-[(1-methyl-1H-pyrazol-4-yl)methyl]-5',6'-dihydrospiro[pyrrolidine-3,4'-pyrrolo[1,2-b]pyrazol]-2'-yl}-3-(trifluoromethyl)pyridin-2-amine CN1N=CC(=C1)CN1C[C@]2(CCN3N=C(C=C32)C=3C=C(C(=NC3)N)C(F)(F)F)CC1 |r|